ClC1=C(C=CC(=C1)Cl)C1=CC=C(S1)CC(=O)NCCN1CCOCC1 2-(5-(2,4-dichlorophenyl)thiophen-2-yl)-N-(2-morpholinoethyl)acetamide